CSC1=NC=NC(=C1)SC 4,6-dimethylmercaptopyrimidine